(R)-2,4-dichloro-6,7-dihydro-thieno[3,2-d]pyrimidine ClC=1N=C(C2=C(N1)CCS2)Cl